N[C@@H]1CN(CC[C@H]1F)C1=NC2=C(N1CC1=C(C#N)C=CC=C1)C=C(C(=C2)F)F 2-((2-((3R,4R)-3-amino-4-fluoro-1-piperidinyl)-5,6-difluoro-1H-benzimidazol-1-yl)methyl)benzonitrile